ClC=1C(=NC(=NC1)NC=1C(=CC(=C(C1)NC(C=C)=O)N(C)CCN(C)C)OC)N1C(N2CCCC3=CC(=CC1=C23)F)=O N-(5-((5-chloro-4-(8-fluoro-2-oxo-5,6-dihydro-4H-imidazo[4,5,1-ij]quinolin-1(2H)-yl)pyrimidin-2-yl)amino)-2-((2-(dimethylamino)ethyl)(methyl)amino)-4-methoxyphenyl)acrylamide